FC=1C=C(C=C(C1)F)N1C=C(C=2CCCCC12)C1=CC=NN1C 1-(3,5-difluorophenyl)-3-(1-methyl-1H-pyrazol-5-yl)-4,5,6,7-tetrahydro-1H-indole